The molecule is an indole alkaloid cation obtained by protonation of the tertiary amino group of strychnine. It is a conjugate acid of a strychnine. C1C[NH+]2CC3=CCO[C@H]4CC(=O)N5[C@H]6[C@H]4[C@H]3C[C@H]2[C@@]61C7=CC=CC=C75